FC1=C(C=CC(=C1)F)C(C(=O)C1=CC=C(C=N1)NC(CC1=CC=C(C=C1)S(=O)(=O)CC)=O)(C)C N-(6-(2-(2,4-difluorophenyl)-2-methylpropanoyl)pyridin-3-yl)-2-(4-(ethylsulfonyl)phenyl)acetamide